(7-((1H-pyrrolo[2,3-b]pyridin-1-yl)methyl)-2-azaspiro[3.5]non-2-yl)((1s,3s)-3-hydroxy-3-methylcyclobutyl)methanone methyl-2-oxo-1,3-dihydrobenzimidazole-5-carboxylate COC(=O)C1=CC2=C(NC(N2)=O)C=C1.N1(C=CC=2C1=NC=CC2)CC2CCC1(CN(C1)C(=O)C1CC(C1)(C)O)CC2